O=C1NC(CCC1N1C(N(C2=C1C=CC(=C2)CNC([O-])=O)C)=O)=O [[1-(2,6-dioxo-3-piperidyl)-3-methyl-2-oxo-benzimidazol-5-yl]methyl]carbamate